COC1=CC=C(CNC=2C(=NC=C(N2)C=C)C(=O)OC(C)(C)C)C=C1 tert-butyl 3-((4-methoxybenzyl)amino)-5-vinylpyrazine-2-carboxylate